FC1=C(C=C(C=C1)F)[C@H]1N(CC[C@H](C1)NCC(=O)O)C(=O)N1CC2(CCCC2)[C@@H](CC1)CN1C=NC(=CC1=O)C1=CC=CC=C1 ((2S,4R)-2-(2,5-Difluorophenyl)-1-((R)-10-((6-oxo-4-phenylpyrimidin-1(6H)-yl)methyl)-7-azaspiro[4.5]decane-7-carbonyl)piperidin-4-yl)glycine